sodium tetra-fluoroborate F[B-](F)(F)F.[Na+]